S1C=C(C=C1)CC(O)([2H])[2H] 2-(thien-3-yl)ethan-1,1-d2-1-ol